(morpholine-4-carbonyl)azetidine-3-carboxamide N1(CCOCC1)C(=O)N1CC(C1)C(=O)N